1-benzyl-5-(hydroxymethyl)pyrrolidin-2-one C(C1=CC=CC=C1)N1C(CCC1CO)=O